2-(2-Ethyl-7-isopropyl-4-oxo-furo[2,3-d]pyridazin-5-yl)-N-(5-fluoropyrimidin-2-yl)acetamide C(C)C1=CC2=C(C(=NN(C2=O)CC(=O)NC2=NC=C(C=N2)F)C(C)C)O1